(R)-N-(3-((1-acetyl-2,2-dimethylazetidin-3-yl)oxy)-1-methyl-1H-pyrazol-4-yl)formamide C(C)(=O)N1C([C@@H](C1)OC1=NN(C=C1NC=O)C)(C)C